6-(6-azaspiro[2.5]octan-6-yl)benzamide C1CC12CCN(CC2)C2=CC=CC=C2C(=O)N